N-(3-fluoro-4-((3-oxo-3,4-dihydropyridino[2,3-b]pyrazin-8-yl)oxy)phenyl)-3-(4-fluorophenyl)-1-isopropyl-2,4-dioxo-1,2,3,4-tetrahydropyrimidin-5-carboxamide FC=1C=C(C=CC1OC1=CC=NC=2NC(C=NC21)=O)NC(=O)C=2C(N(C(N(C2)C(C)C)=O)C2=CC=C(C=C2)F)=O